(S)-N-(4-(5-chloro-2-((1-(piperidin-4-yl)-1H-pyrazol-4-yl)amino)pyrimidin-4-yl)benzyl)-2,2-difluorocyclopropane-1-carboxamide ClC=1C(=NC(=NC1)NC=1C=NN(C1)C1CCNCC1)C1=CC=C(CNC(=O)[C@H]2C(C2)(F)F)C=C1